(1S,3S,5S)-2-(2-(3-acetyl-5-(2-methylpyrimidin-5-yl)-7-(trifluoromethyl)-1H-indazol-1-yl)acetyl)-N-(6-bromo-3-methylpyridin-2-yl)-5-methyl-2-azabicyclo[3.1.0]hexane-3-carboxamide C(C)(=O)C1=NN(C2=C(C=C(C=C12)C=1C=NC(=NC1)C)C(F)(F)F)CC(=O)N1[C@H]2C[C@]2(C[C@H]1C(=O)NC1=NC(=CC=C1C)Br)C